C(C)NC(C1=CC(=C(C=C1)NCC#CC=1N(C2=CC=CC(=C2C1)NC1CCC(CC1)N1CCOCC1)CC(F)(F)F)OC)=O N-ethyl-3-methoxy-4-{[3-(4-{[(1R,4R)-4-(morpholin-4-yl)cyclohexyl]amino}-1-(2,2,2-trifluoroethyl)-1H-indol-2-yl)prop-2-yn-1-yl]amino}benzamide